2-fluoro-N-(1-(2-methyl-1,3-dioxo-4-phenyl-2,8-diazaspiro[4.5]decane-8-carbonyl)cyclopropyl)-5-(trifluoromethyl)benzamide FC1=C(C(=O)NC2(CC2)C(=O)N2CCC3(C(C(N(C3=O)C)=O)C3=CC=CC=C3)CC2)C=C(C=C1)C(F)(F)F